4-Formyl-1-methylpyridinium benzenesulfonate monohydrate O.C1(=CC=CC=C1)S(=O)(=O)[O-].C(=O)C1=CC=[N+](C=C1)C